CC(C)(C)OC([C@@H](NC1=C(C=C(C=C1)NC(=O)OC(C)(C)C)[N+](=O)[O-])CC(C)C)=O |r| [4-({[(2-methylpropan-2-yl)oxy]carbonyl}amino)-2-nitrophenyl]-DL-leucine-2-methylpropan-2-yl ester